ClC1=C2C(=C(N=N1)NC[C@@]1(COCC1)O)C(N(C=C2)C)=O (S)-1-Chloro-4-(((3-hydroxytetrahydrofuran-3-yl)methyl)amino)-6-methylpyrido[3,4-d]pyridazin-5(6H)-one